CO[C@@H](CCCCC(C(=O)OCC)(C)C)[C@H](CCCCCC(C(=O)OCC)(C)C)OC diethyl (7S,8S)-7,8-dimethoxy-2,2,14,14-tetramethylpentadecanedioate